ClC1=CC2=C(NC(=N2)N2N=C(C(=C2O)CCC2=CC=C(C=C2)OCCOCCN2CCNCC2)C2=CC=C(C=C2)C(F)(F)F)C=C1 1-(5-chloro-1H-1,3-benzodiazol-2-yl)-4-[2-(4-{2-[2-(piperazin-1-yl)ethoxy]ethoxy}phenyl)ethyl]-3-[4-(trifluoromethyl)phenyl]-1H-pyrazol-5-ol